6,7,8,9-tetrahydro-10H-pyrimido[6,1-b]quinazolin-10-one C1=NC=CC2=NC=3CCCCC3C(N21)=O